FC1=C(C=CC(=C1)F)C#CC1=CC=C(C(=O)NCC2OCC2)C=C1 4-((2,4-difluorophenyl)ethynyl)-N-(oxetan-2-ylmethyl)benzamide